C(C)(C)(C)OC(=O)N(C)C=1OC=CC1C(=O)O (tert-butoxycarbonyl(methyl)amino)furan-3-carboxylic acid